(2-fluoro-3,4-dihydroxyphenyl)ethane-1-one O-(3-(5-ethyl-1,2,4-oxadiazol-3-yl)benzyl) oxime C(C)C1=NC(=NO1)C=1C=C(CON=C(C)C2=C(C(=C(C=C2)O)O)F)C=CC1